C1(CCCC1)C(O)C1=CC=CC=C1 cyclopentyl-(phenyl)methanol